3-(Thiazol-2-yl)propanoic acid S1C(=NC=C1)CCC(=O)O